ClC1=C(COC2=CC=C(C=C2)NC(=O)C2=COC3=C2C=C(C(=C3)C#N)F)C=CC(=C1)F N-(4-((2-Chloro-4-Fluorobenzyl)Oxy)Phenyl)-6-Cyano-5-Fluorobenzofuran-3-Carboxamide